FC(C(=O)N1CC2=CC=C(C=C2C1)[N+](=O)[O-])(F)F 2,2,2-trifluoro-1-(5-nitro-1,3-dihydro-2H-isoindol-2-yl)ethanone